CN1CC(C1)(OC1=C(C(=CC(=C1)F)F)F)C 1,3-dimethyl-3-(2,3,5-trifluorophenoxy)azetidine